(R)-2-(4-((4-methylpiperazin-2-yl)methyl)-5,6,7,8-tetrahydrophthalazin-1-yl)-5-(trifluoromethyl)phenol CN1C[C@H](NCC1)CC1=NN=C(C=2CCCCC12)C1=C(C=C(C=C1)C(F)(F)F)O